Cl.NCCCCC(=O)N[C@H](C(=O)N1[C@@H](C[C@H](C1)O)C(=O)NCC1=CC=C(C=C1)C1=C(N=CS1)C)C(C)(C)C (2S,4R)-1-((S)-2-(5-Aminopentanamido)-3,3-dimethylbutyryl)-4-hydroxy-N-(4-(4-methylthiazol-5-yl)benzyl)pyrrolidine-2-carboxamide hydrochloride